(2'R)-2'-Deoxy-2'-fluoro-4'-C-fluoro-2'-methylcytidine F[C@]1([C@@H](O[C@@]([C@H]1O)(CO)F)N1C(=O)N=C(N)C=C1)C